5-(3-bromo-5-(difluoromethyl)-2-methoxyphenoxy)-6-(1,1-difluoroethyl)-3-(4-methoxybenzyl)pyrimidin-4(3H)-one BrC=1C(=C(OC=2C(N(C=NC2C(C)(F)F)CC2=CC=C(C=C2)OC)=O)C=C(C1)C(F)F)OC